5-(6-(methylamino)pyridin-3-yl)indolin-2-one CNC1=CC=C(C=N1)C=1C=C2CC(NC2=CC1)=O